FC1=C(C(=CC=C1C=1CNC(C1)CO)O)N1CC(NS1(=O)=O)=O 5-(2-fluoro-6-hydroxy-3-(5-(hydroxymethyl)-2,5-dihydro-1H-pyrrol-3-yl)phenyl)-1,2,5-thiadiazolidin-3-one 1,1-dioxide